NC=1C=CC(=C(C1)NC(C1=CC=C(C(=O)NC)C=C1)=O)C N1-(5-amino-2-methylphenyl)-N4-methylterephthalamide